4-(4-fluorophenyl)-1-(6-(p-tolyl)pyrazin-2-yl)piperidin-4-ol FC1=CC=C(C=C1)C1(CCN(CC1)C1=NC(=CN=C1)C1=CC=C(C=C1)C)O